1-(3-(4-amino-5-(4-(hydroxymethyl)cyclohex-1-en-1-yl)-7-methyl-7H-pyrrolo[2,3-d]pyrimidin-6-yl)pyrrolidin-1-yl)prop-2-en-1-one NC=1C2=C(N=CN1)N(C(=C2C2=CCC(CC2)CO)C2CN(CC2)C(C=C)=O)C